N-(1-(dimethylamino)propan-2-yl)-3-fluorobenzamide CN(CC(C)NC(C1=CC(=CC=C1)F)=O)C